2-(2-methylpropyl)3,5-dimethylpyrazine CC(CC1=NC=C(N=C1C)C)C